ClC1=NC(=NC(=C1)OC1CC1)C(F)(F)F 4-Chloro-6-cyclopropyloxy-2-(trifluoromethyl)pyrimidine